N-methyl-5-(tetrahydrofuran-3-ylmethyl)-1H-pyrazol-3-amine CNC1=NNC(=C1)CC1COCC1